ClC=1C=C(C=CC1C)C1CCN(CC1)C(=O)C1=CC=C(C=C1)C1(COC1)O (4-(3-chloro-4-methylphenyl)piperidin-1-yl)(4-(3-hydroxyoxetan-3-yl)phenyl)methanone